ClC1=NC(=NC(=N1)Cl)SC 2,4-dichloro-6-(methylthio)-1,3,5-triazine